OCCN1CCC(CC1)N(C=1SC2=C(N=NC=C2)N1)C 6-{[1-(2-hydroxyethyl)piperidin-4-yl](methyl)amino}[1,3]thiazolo[4,5-c]pyridazin